D-Gluconic acid, calcium salt [Ca+2].O=C([C@H](O)[C@@H](O)[C@H](O)[C@H](O)CO)[O-].O=C([C@H](O)[C@@H](O)[C@H](O)[C@H](O)CO)[O-]